C(C)OC([C@H](C)OC1=C(C=C(C=C1)F)C1=NOCC1OCCCC)=O (2S)-2-[4-fluoro-2-(4-butoxy-4,5-dihydroisoxazol-3-yl)phenoxy]propionic acid ethyl ester